C(C1=CC=CC=C1)OCOC(=O)C1=NN2C(OCCC2)=C1 (benzyloxy)methyl-6,7-dihydro-5H-pyrazolo[5,1-b][1,3]oxazine-2-carboxylate